ClC1=C(C=NN(C1=O)CC1=NC(=NO1)CCC1=CC=C(C=C1)Cl)CC(=O)N 2-[5-chloro-1-({3-[2-(4-chlorophenyl)ethyl]-1,2,4-oxadiazol-5-yl}methyl)-6-oxo-1,6-dihydropyridazin-4-yl]acetamide